C(CCCC)C1=CC=C(C2=CC=C(C2=C1)C)C 7-n-Pentyl-1,4-dimethylazulen